FCC(=O)NC1CC=C(CC1)C=1C=C(C=2N(C1)C[C@H](N2)C)C(=O)N[C@H](C)C2=C(C(=CC=C2)C(F)(F)F)F (2R)-6-[4-[(2-fluoroacetyl)amino]cyclohexen-1-yl]-N-[(1R)-1-[2-fluoro-3-(trifluoromethyl)phenyl]ethyl]-2-methyl-2,3-dihydroimidazo[1,2-a]pyridine-8-carboxamide